6-[(4S)-2,2-dimethyl-4-piperidyl]-2-(8-fluoro-2-methyl-imidazo[1,2-a]pyridin-6-yl)pyrido[4,3-d]pyrimidin-5-one CC1(NCC[C@@H](C1)N1C(C2=C(N=C(N=C2)C=2C=C(C=3N(C2)C=C(N3)C)F)C=C1)=O)C